tert-butyl 4-(4-(2-ethoxy-2-oxoethyl)-5-ethyl-2-(2-methoxypyridin-4-yl)-7-oxo-4,7-dihydrooxazolo[4,5-b]pyridin-6-yl)piperazine-1-carboxylate C(C)OC(CN1C2=C(C(C(=C1CC)N1CCN(CC1)C(=O)OC(C)(C)C)=O)OC(=N2)C2=CC(=NC=C2)OC)=O